(E)-4-(3-fluoro-5-(trifluoromethyl)phenyl)-2,4,7-trimethylocta-2,6-dienal FC=1C=C(C=C(C1)C(F)(F)F)C(/C=C(/C=O)\C)(CC=C(C)C)C